2-(perchlorophenoxy)-1,3,2-dithiaphospholane 2-sulfide ClC1=C(OP2(SCCS2)=S)C(=C(C(=C1Cl)Cl)Cl)Cl